FC=1C=C(OC=2SC(=C3C2CC([C@H]3O)(F)F)S(=O)(=O)C)C=CC1F (4S)-1-(3,4-Difluorophenoxy)-5,5-difluoro-3-methanesulfonyl-4H,5H,6H-cyclopenta[c]thiophen-4-ol